FC(C1=C(C=CC=C1)SC1=C(C=CC=C1)C(F)(F)F)(F)F 2-trifluoromethylphenyl sulfide